C1(=CC=CC2=CC=CC=C12)C(=O)OOCl.[Li] lithium chloro-hydroxy naphthoate